C(C)(C)(C)OC(CCC(C1=NC=CC=C1)=O)=O 4-oxo-4-(pyridin-2-yl)butanoic acid tert-butyl ester